1-(2-chloro-4-hydroxyphenyl)-3-(2-phenoxyphenyl)urea ClC1=C(C=CC(=C1)O)NC(=O)NC1=C(C=CC=C1)OC1=CC=CC=C1